C[C@@H]1[C@@H](C1)C(=O)O CIS-2-METHYLCYCLOPROPANECARBOXYLIC ACID